O1CC(C1)CN1C2=C(OC3=C(C1=O)C=C(C=C3)NC(OCC)=O)C=CC=C2 ethyl (10-(oxetan-3-ylmethyl)-11-oxo-10,11-dihydrodibenzo[b,f][1,4]oxazepin-2-yl)carbamate